FC=1C=C(C=CC1)C1(CCNCC1)O 4-(3-fluorophenyl)-4-piperidinol